(3-((1r,3R,5S,7r)-3,5-dimethyladamantan-1-yl)ureido)-N-isobutylbenzamide C[C@]12CC3(CC(C[C@@](C1)(C3)C)C2)NC(NC2=C(C(=O)NCC(C)C)C=CC=C2)=O